C(C)(C)(C)OC(=O)N[C@H](C(=O)OCC1=CC=CC=C1)CC1=CC=C(C=C1)C(F)(F)P(=O)(OCC)OCC Benzyl (S)-2-((tert-butoxycarbonyl)amino)-3-(4-((diethoxyphosphoryl)difluoromethyl)phenyl)propanoate